FC(C1=CC=C(C=C1)C=1C(=NC=CN1)N)(F)F (4-(trifluoromethyl)phenyl)pyrazin-2-amine